N1=CN=C2NC=NC2=C1C=1C(=NC=CC1)NC=1C=C(C=CC1C)NC(CC1CC(OCC1)C(F)(F)F)=O N-(3-((3-(9H-purin-6-yl)pyridin-2-yl)amino)-4-methylphenyl)-2-(2-(trifluoromethyl)tetrahydro-2H-pyran-4-yl)acetamide